2,2'-dihydroxy-4-n-propoxy-4'-isopropoxybenzophenone OC1=C(C(=O)C2=C(C=C(C=C2)OC(C)C)O)C=CC(=C1)OCCC